C1(CC1)NS(=O)C1=CC=CC=C1 N-cyclopropylbenzenesulfinamide